ClC=C(C(F)(F)F)F 1-chloro-2,3,3,3-tetrafluoro-1-propene